NOB(O)C1=CC=CC=C1 O-aminophenylboronic acid